NC1=CC(=C(C=C1)C)O 4-Amino-2-hydroxytoluol